ClC=1C=CC(=C(C1)CCCO)[C@H]([C@H]1O[C@H]([C@H]2[C@@H]1OC(O2)(C)C)N2C=CC1=C2N=CN=C1Cl)O 3-[5-chloro-2-[(R)-hydroxy-[(3aR,4R,6R,6aR)-4-(4-chloropyrrolo[2,3-d]pyrimidin-7-yl)-2,2-dimethyl-3a,4,6,6a-tetrahydrofuro[3,4-d][1,3]dioxol-6-yl]methyl]phenyl]propan-1-ol